C(CCCCCCCCCCC)SC(=S)SC(C(=O)O)CCC [(dodecylsulfanylthiocarbonyl)sulfanyl]pentanoic acid